((3-(1-(4-cyclobutylphenyl)cyclopropyl)-1,2,4-oxadiazol-5-yl)methyl)acrylic acid C1(CCC1)C1=CC=C(C=C1)C1(CC1)C1=NOC(=N1)CC(C(=O)O)=C